C1=CC=CC=2C3=CC=CC=C3C(C12)COC(=O)NC(C(=O)OC(C)(C)C)CC1=C(C=CC=C1)C(F)(F)F tert-Butyl 2-((((9H-fluoren-9-yl)methoxy) carbonyl)amino)-3-(2-(trifluoromethyl) phenyl)propanoate